2-bromo-4-(((tert-butyldimethylsilyl)oxy)methyl)-5-methyl-thiazole BrC=1SC(=C(N1)CO[Si](C)(C)C(C)(C)C)C